OC1=C2N=CNC2=NC(=N1)SCC(=O)C1=C(OC2=C1C=CC=C2)C 2-[(6-hydroxy-9H-purin-2-yl)thio]-1-(2-methyl-1-benzofuran-3-yl)ethanone